3-(5-{[(4-Fluorophenyl)methyl]sulfanyl}-1-(thiophen-2-carbonyl)-1H-pyrazol-3-yl)-1-(3-hydroxypyrrolidin-1-carbonyl)piperidin-2-on FC1=CC=C(C=C1)CSC1=CC(=NN1C(=O)C=1SC=CC1)C1C(N(CCC1)C(=O)N1CC(CC1)O)=O